FC=1C(=C2C(C(=CN(C2=NC1N1CC(C1)C(NC1=NN(C(=C1)OC)C)=O)C=1SC=CN1)C(=O)O)=O)C 6-fluoro-7-{3-[(5-methoxy-1-methyl-1H-pyrazol-3-yl)carbamoyl]azetidin-1-yl}-5-methyl-4-oxo-1-(1,3-thiazol-2-yl)-1,4-dihydro-1,8-naphthyridine-3-carboxylic acid